C(=O)O.C1=CCCCC1.C1=CCCCC1 dicyclohexene formate